CC(C(=O)O)CC(CC)=O 2-Methyl-4-oxo-hexanoic acid